CN(CCC(CCCCCCCCC(=O)OCCC(CCCCC)CCCCC)CCCCCCCCC\C=C/C\C=C/CCCCC)C 3-pentyloctyl (20Z,23Z)-10-(2-(dimethylamino)ethyl)nonacosa-20,23-dienoate